ethyl 2-((6-chloro-3-nitropyridin-2-yl)amino)acetate ClC1=CC=C(C(=N1)NCC(=O)OCC)[N+](=O)[O-]